ClC1=C(C(=O)NC=2C=C3C=C(N(C3=CC2)C(C)C)C(=O)NC2=CC=C(C=C2)F)C=C(C=C1)CNC(C(C)C)=O 5-(2-chloro-5-(isobutyrylaminomethyl)benzoylamino)-N-(4-fluorophenyl)-1-isopropyl-1H-indole-2-carboxamide